hydroxyl-butyronitrile OC(C#N)CC